Methyl (2S)-2-amino-6-(3a-bromo-4,7-dimethyl-1,3,8-trioxo-5,6-diphenyl-1,3,3a,4,7,7a-hexahydro-2H-4,7-methanoisoindol-2-yl)hexanoate trifluoroacetic acid salt FC(C(=O)O)(F)F.N[C@H](C(=O)OC)CCCCN1C(C2C3(C(=C(C(C2(C1=O)Br)(C3=O)C)C3=CC=CC=C3)C3=CC=CC=C3)C)=O